6-{[5-Methyl-3-(6-methylpyridin-3-yl)-1,2-oxazol-4-yl]methoxy}-1,2,3,4-tetrahydro-2,7-naphthyridine trifluoroacetate FC(C(=O)O)(F)F.CC1=C(C(=NO1)C=1C=NC(=CC1)C)COC=1C=C2CCNCC2=CN1